α-D-threofuranose O[C@@H]1[C@@H](O)[C@H](O)CO1